CSC1(C=O)C(C=C(C=O)C=C1)SC 1,2-dimethylthio-terephthalaldehyde